ClC1=CC=C(C=C1)CN1N=C2C3=C(CCC2=C1)OC(=C3C)C(=O)O 2-[(4-chlorophenyl)methyl]-8-methyl-4,5-dihydro-2H-furo[2,3-g]indazole-7-carboxylic acid